3-[2-(difluoromethoxy)phenyl]pyridine-4-carboxylic acid FC(OC1=C(C=CC=C1)C=1C=NC=CC1C(=O)O)F